N-[2-bromo-4-(1,1,1,2,3,3,3-heptafluoroprop-2-yl)-6-trifluoromethoxyphenyl]-3-[N-(cyclopropylmethyl)benzamido]-2-fluorobenzamide BrC1=C(C(=CC(=C1)C(C(F)(F)F)(C(F)(F)F)F)OC(F)(F)F)NC(C1=C(C(=CC=C1)N(C(C1=CC=CC=C1)=O)CC1CC1)F)=O